(4-isobutoxybenzyl)-1H-imidazole-1-carboxamide C(C(C)C)OC1=CC=C(CC=2N(C=CN2)C(=O)N)C=C1